CC1=CC=C(CN2C(C3=CC=CC=C3[C@H]([C@@H]2C=2C=NC(=CC2)C(F)(F)F)C(=O)NC2=CC(=CC=C2)N2CCN(CC2)C)=O)C=C1 |o1:14,15| rel-(3R,4R)-2-(4-methylbenzyl)-N-(3-(4-methylpiperazin-1-yl)phenyl)-1-oxo-3-(6-(trifluoromethyl)pyridin-3-yl)-1,2,3,4-tetrahydroisoquinoline-4-carboxamide